C(C)N(CC(=O)O)C1=NC2=CC=C(C=C2C(=C1)C1=CC=C(C=C1)F)CCCCCCCC 2-{ethyl[4-(4-fluorophenyl)-6-octylquinolin-2-yl]amino}acetic acid